7-methyl-7-propyl-5,7-dihydrofuro[3,4-d]pyrimidine-2-carbonitrile CC1(OCC2=C1N=C(N=C2)C#N)CCC